P(O)(=O)(OP(=O)(O)OP(=O)(O)O)OC[C@@H]1[C@H]([C@H]([C@@H](O1)N1C=NC=2C(N)=NC(=NC12)F)O)O 2-fluoro-adenosine-5'-triphosphate